5-methyl-4-(spiro[indene-1,4'-piperidin]-1'-ylmethyl)oxazole CC1=C(N=CO1)CN1CCC2(CC1)C=CC1=CC=CC=C12